chloro-5'-methoxy-6-methyl-N-(6-(1-methyl-4-(methyl-d3)-1H-pyrazol-5-yl)thiazolo[4,5-c]pyridin-2-yl)-[4,4'-bipyridyl]-3-carboxamide ClC1=NC(=CC(=C1C(=O)NC=1SC2=C(C=NC(=C2)C2=C(C=NN2C)C([2H])([2H])[2H])N1)C1=CC=NC=C1OC)C